methyl 4-(aminosulfonylamino)-3-thiophenecarboxylate NS(=O)(=O)NC=1C(=CSC1)C(=O)OC